(3-[4,5-dimethylthiazol-2-yl])-2,5-diphenyl-tetrazolium bromide [Br-].CC=1N=C(SC1C)N1N([NH2+]C(=N1)C1=CC=CC=C1)C1=CC=CC=C1